ClC=1C(=NC=NC1OC1=CC=C(C=C1)O)NC(C1=CC(=CC(=C1)OC)OC)=O N-(5-chloro-6-(4-hydroxyphenoxy)pyrimidin-4-yl)-3,5-dimethoxybenzamide